trans-resveratrol 3,4'-disulfate S(=O)(=O)(O)OC=1C=C(C=C(C1)O)\C=C\C1=CC=C(OS(=O)(=O)O)C=C1